tert-butyl 3-[3-[3,5-dimethoxy-4-(2,2,2-trifluoroethylcarbamoyl)phenyl]imidazo[1,2-a]pyridin-7-yl]azetidine-1-carboxylate COC=1C=C(C=C(C1C(NCC(F)(F)F)=O)OC)C1=CN=C2N1C=CC(=C2)C2CN(C2)C(=O)OC(C)(C)C